(methoxymethyl)isoxazole COCC1=NOC=C1